C1=CC=C2C(=C1)C(=O)N(C2=O)CO N-(Hydroxymethyl)phthalimide